6-(4-chlorophenyl)-2-(3-fluorophenyl)-N-[(3S,4R)-4-hydroxy-1,1-dioxidotetrahydrothiophen-3-yl]-3-oxo-2,3-dihydropyridazine-4-carboxamide ClC1=CC=C(C=C1)C=1C=C(C(N(N1)C1=CC(=CC=C1)F)=O)C(=O)N[C@@H]1CS(C[C@@H]1O)(=O)=O